C(C)(=O)NC1=C(C(=O)NC2=NC=C(C=C2)Br)C=CC=C1 2-acetamido-N-(5-bromopyridin-2-yl)benzamide